C(C1CO1)OC1=C(C=CC=C1)CCCC Butyl-phenyl glycidyl ether